OC(CC(C(=O)OC)=C)C1=C(C=CC=C1)C=1C=NN(C1)CC(=O)NC methyl 4-hydroxy-4-(2-(1-(2-(methylamino)-2-oxoethyl)-1H-pyrazol-4-yl) phenyl)-2-methylenebutanoate